NC1=NC2=C(N1C1CCOCC1)C=CC(=C2)C(=O)OCC ethyl 2-amino-1-(tetrahydro-2H-pyran-4-yl)-1H-benzo[d]imidazole-5-carboxylate